bis(3-propyltriethoxy-silyl)amine CCCC(C)O[Si](OCC)(OCC)N[Si](OCC)(OCC)OC(C)CCC